(S)-3-(1-(3-((R)-1-(2,4-dichlorophenyl) ethyl)-3H-[1,2,3]triazolo[4,5-d]pyrimidin-5-yl) azetidin-3-yl)-1-methylcyclobutane-1-carboxylate ClC1=C(C=CC(=C1)Cl)[C@@H](C)N1N=NC2=C1N=C(N=C2)N2CC(C2)C2CC(C2)(C(=O)[O-])C